BrC1=CC=C2C(NN=C(C2=C1)CC=1C=CC(=C(C(=O)N2CC(N(CC2)C2=CC=C(C=N2)C#N)C)C1)F)=O 6-[4-[5-[(7-bromo-4-oxo-3H-phthalazin-1-yl)methyl]-2-fluoro-benzoyl]-2-methyl-piperazin-1-yl]pyridine-3-carbonitrile